N-(6-(1H-pyrazol-1-yl)thiazolo[4,5-b]pyrazin-2-yl)-5'-methoxy-2',6-dimethyl-[4,4'-bipyridine]-3-carboxamide N1(N=CC=C1)C=1N=C2C(=NC1)N=C(S2)NC(=O)C=2C=NC(=CC2C2=CC(=NC=C2OC)C)C